C1(CC1)C1=CC(=CC2=C1N=C(S2)C2CCNCC2)C(=O)NC(C)C 4-cyclopropyl-N-isopropyl-2-(piperidin-4-yl)benzo[d]thiazole-6-carboxamide